2-[3-(pyridin-4-ylamino)morphinan-17-yl]ethanol hydrochloride salt Cl.N1=CC=C(C=C1)NC=1C=CC=2C[C@@H]3[C@@H]4CCCC[C@@]4(C2C1)CCN3CCO